C(#N)C1=C(N=C(C=2CCNCC12)N1CC(N(CC1)C(=O)OC(C)(C)C)CC#N)OC[C@H]1N(CCC1)C tert-butyl 4-(4-cyano-3-(((S)-1-methylpyrrolidin-2-yl)methoxy)-5,6,7,8-tetrahydro-2,6-naphthyridin-1-yl)-2-(cyanomethyl)piperazine-1-carboxylat